N1C[C@@H](CCC1)C1=CC=C(C=C1)NC(C1=CN=C(C=C1)OCC(F)(F)F)=O (S)-N-(4-(Piperidin-3-yl)-phenyl)-6-(2,2,2-trifluoroethoxy)-nicotinamid